1-(6-(2-chloro-5-fluorophenyl)-4-((2R,3S)-2-methyl-3-((methylsulfonyl)methyl)azetidin-1-yl)pyridin-2-yl)-6-(4-methoxypyridin-3-yl)-4-methyl-1H-pyrazolo[4,3-c]pyridine ClC1=C(C=C(C=C1)F)C1=CC(=CC(=N1)N1N=CC=2C(=NC(=CC21)C=2C=NC=CC2OC)C)N2[C@@H]([C@H](C2)CS(=O)(=O)C)C